4,5-dimethyl-6-(3-pyridazin-4-yl-7,8-dihydro-5H-1,6-naphthyridin-6-yl)pyridazine-3-carbonitrile CC1=C(N=NC(=C1C)N1CC=2C=C(C=NC2CC1)C1=CN=NC=C1)C#N